Pyrimidinon N1C(N=CC=C1)=O